BrC=1C=C2C3(C(N(C(C2=CC1)=O)CC(=O)N[C@H]1CN(CCC1)C1CCC1)=O)CC3 2-(6'-Bromo-1',3'-dioxospiro[cyclopropan-1,4'-isoquinoline]-2'-yl)-N-[(3R)-1-cyclobutylpiperidin-3-yl]acetamide